CC1=C(C(=O)OC(C)(C)C2=NC(=NC(=C2)C)Cl)C=CC=C1CC1=NC=C(C=C1[N+](=O)[O-])C 2-(2-chloro-6-methylpyrimidin-4-yl)propan-2-ol methyl-3-[(5-methyl-3-nitropyridin-2-yl)methyl]benzoate